C1(CCCC1)[C@@H](C)OC(=O)NC=1C(=NOC1C1=CC=C(C(=N1)C)NC(=O)[C@@H]1[C@H](CCCC1)C(=O)O)C (1S,2S)-2-((6-(4-((((R)-1-cyclopentylethoxy)carbonyl)amino)-3-methylisoxazol-5-yl)-2-methylpyridin-3-yl)carbamoyl)cyclohexane-1-carboxylic acid